tert-butyl 2-fluoro-3-propanoyl-5-(trifluoromethyl)benzoate FC1=C(C(=O)OC(C)(C)C)C=C(C=C1C(CC)=O)C(F)(F)F